C(C1=CC=CC=C1)C(C(=O)N)C1=NC=C(C=C1)C1=C(C=C(C=C1)OCCBr)Cl benzyl-2-(5-(4-(2-bromoethoxy)-2-chlorophenyl)pyridin-2-yl)acetamide